3-fluoro-4-({5-[(3-fluoropyridin-2-yl)oxy]-4-methylpyridin-3-yl}methyl)pyridin-2-amine FC=1C(=NC=CC1CC=1C=NC=C(C1C)OC1=NC=CC=C1F)N